{4-[(5,6-diphenylpyrazin-2-yl)(isopropyl)amino]butoxy}acetic acid C1(=CC=CC=C1)C=1N=CC(=NC1C1=CC=CC=C1)N(CCCCOCC(=O)O)C(C)C